NC1=CC=C(C=C1)NC(=O)C=1N(C=C(C1)NC(CCCOC=1C(=CC2=C(N=C[C@H]3N(C2=O)CCCC3)C1)OC)=O)C (S)-N-(4-Aminophenyl)-4-(4-((2-methoxy-12-oxo-6a,7,8,9,10,12-hexahydrobenzo[e]pyrido[1,2-a][1,4]diazepin-3-yl)oxy)butanamido)-1-methyl-1H-pyrrol-2-carboxamide